BrC=1C=C(C=CC1C(F)(F)F)B(O)O 3-bromo-4-(trifluoromethyl)phenylboronic acid